N-[(1S,9S)-4-methoxy-17-methyl-17-azatetracyclo[7.5.3.01,10.02,7]-heptadeca-2,4,6-trien-5-yl]-1-methyl-1H-imidazole-5-carboxamide COC=1C=C2[C@@]34C([C@H](CC2=CC1NC(=O)C1=CN=CN1C)N(CC4)C)CCCC3